4-((4-([1,2,4]triazolo[4,3-c]pyrimidin-7-yloxy)-3-methylphenyl)amino)-7-ethoxy-6-nitroquinoline-3-carbonitrile N=1N=CN2C=NC(=CC21)OC2=C(C=C(C=C2)NC2=C(C=NC1=CC(=C(C=C21)[N+](=O)[O-])OCC)C#N)C